3-((tert-butyldimethylsilyl)oxy)-8-(3-(4-methylpiperazin-1-yl)propyl)-6H-benzo[c]chromen-6-one [Si](C)(C)(C(C)(C)C)OC1=CC=C2C3=C(C(OC2=C1)=O)C=C(C=C3)CCCN3CCN(CC3)C